4-chloro-2-(2,6-dioxopiperidin-3-yl)-1-oxoisoindoline-5-carboxylic acid ClC1=C2CN(C(C2=CC=C1C(=O)O)=O)C1C(NC(CC1)=O)=O